racemic-2'-chloro-N-(5-(3-fluorocyclobutyl)-1,3,4-thiadiazol-2-yl)-5'-methoxy-6-methyl-(4,4'-bipyridine)-3-carboxamide ClC1=NC=C(C(=C1)C1=C(C=NC(=C1)C)C(=O)NC=1SC(=NN1)C1CC(C1)F)OC